CC1=C2C=C(C(NC2=CC(=C1)C)=O)C=O 5,7-DIMETHYL-2-OXO-1,2-DIHYDRO-3-QUINOLINECARBALDEHYDE